C(C)OC(=O)C=1C(C=C2N(C(CC3=CC(=C(C=C23)OC)C2=CN=C(S2)C2CC(C2)(F)F)C(C)(C)C)C1)=O 6-tert-butyl-9-[2-(3,3-difluorocyclobutyl)thiazol-5-yl]-10-methoxy-2-oxo-6,7-dihydro-2H-pyrido[2,1-a]isoquinoline-3-carboxylic acid ethyl ester